(3S)-7-((S)-4-acryloyl-2-methylpiperazin-1-yl)-10-(2,4-difluorophenyl)-3-((1-ethylpiperidin-4-yl)methyl)-9-(trifluoromethyl)-2H-[1,4]thiazino[2,3,4-ij]quinazolin-5(3H)-one C(C=C)(=O)N1C[C@@H](N(CC1)C1=NC(N2C3=C(C(=C(C=C13)C(F)(F)F)C1=C(C=C(C=C1)F)F)SC[C@@H]2CC2CCN(CC2)CC)=O)C